C(#N)C1(CC(C1)N(C([O-])=O)C=1N=CC2=C(C(=C(C=C2C1)C1=C(C2=C(OCCN2)N=C1)C)F)N)C 3-Cyano-3-methylcyclobutyl(8-amino-7-fluoro-6-(8-methyl-2,3-dihydro-1H-pyrido[2,3-b][1,4]oxazin-7-yl)isoquinolin-3-yl)carbamate